N-benzyl-7-((3S,4R,5R)-3,4-bis(benzyloxy)-5-((benzyloxy)methyl)tetrahydrofuran-2-yl)-2-chloro-6-fluoroquinazolin-4-amine C(C1=CC=CC=C1)NC1=NC(=NC2=CC(=C(C=C12)F)C1O[C@@H]([C@H]([C@H]1OCC1=CC=CC=C1)OCC1=CC=CC=C1)COCC1=CC=CC=C1)Cl